tert-butyl (6S,7S)-7-amino-6-[[2-fluoro-3-(3-fluorophenyl)phenyl]methyl]-5-azaspiro[2.4]heptane-5-carboxylate N[C@@H]1[C@@H](N(CC12CC2)C(=O)OC(C)(C)C)CC2=C(C(=CC=C2)C2=CC(=CC=C2)F)F